ethyl 1-(2-amino-6-(4-fluorophenyl)-5-(4-methylquinazolin-6-yl) pyridin-3-yl)-1H-pyrazole-4-carboxylate NC1=NC(=C(C=C1N1N=CC(=C1)C(=O)OCC)C=1C=C2C(=NC=NC2=CC1)C)C1=CC=C(C=C1)F